N-((1s,4s)-4-((7-Chloro-1,6-naphthyridin-5-yl)oxy)cyclohexyl)pyrazin-2-amine ClC1=NC(=C2C=CC=NC2=C1)OC1CCC(CC1)NC1=NC=CN=C1